CC(CCO)CCC=C(C)C 3,7-dimethyl-oct-6-en-1-ol